(S)-4-(3-((4-acetylmorpholin-2-yl)methyl)-7-chloroimidazo[1,2-a]pyridin-2-yl)-3-fluoro-N-methylbenzamide C(C)(=O)N1C[C@@H](OCC1)CC1=C(N=C2N1C=CC(=C2)Cl)C2=C(C=C(C(=O)NC)C=C2)F